ClC=1C=C(C(=O)NC2=C(C=C(C=C2)C(F)(F)F)C2CCN(CC2)C\C=C\C2=CC=C(C=C2)Cl)C=CN1 2-chloro-N-[2-(1-[(2E)-3-(4-chlorophenyl)prop-2-en-1-yl]piperidin-4-yl)-4-(trifluoromethyl)phenyl]isonicotinamide